5-[(3-carbamoylphenyl)methyl]-7-hexyl-5H,6H,7H,8H,9H,10H-cyclohepta[b]indole-4-carboxylic acid C(N)(=O)C=1C=C(C=CC1)CN1C2=C(C3=CC=CC(=C13)C(=O)O)CCCC(C2)CCCCCC